5,5-difluoro-7-[(1R)-1-phenylethyl]-7-azabicyclo[4.1.0]heptane FC1(CCCC2N(C12)[C@H](C)C1=CC=CC=C1)F